N1CC(C1)C1=CC=C(C=C1)O 4-(azetidin-3-yl)phenol